O[C@H](CNC(=O)C1=NC=C(C=C1)NC=1OC(=CN1)C1=CC(=C(C=C1)C(F)(F)F)F)CO (R)-N-(2,3-dihydroxypropyl)-5-((5-(3-fluoro-4-(trifluoromethyl)phenyl)oxazol-2-yl)amino)pyridineamide